NC1=NN(C=C1Br)C=1C=CC(=C(C1)NC(C=C)=O)OCCOC N-(5-(3-amino-4-bromo-1H-pyrazol-1-yl)-2-(2-methoxyethoxy)phenyl)acrylamide